CN1CCN(CC1)CCNC1=NC(=NC2=CC=CC=C12)N N4-(2-(4-methylpiperazin-1-yl)ethyl)quinazoline-2,4-diamine